(Z)-2-(5-Chloro-1-(4-(4-fluorophenoxy)benzylidene)-2-methyl-1H-inden-3-yl)acetic acid ClC=1C=C2C(=C(/C(/C2=CC1)=C/C1=CC=C(C=C1)OC1=CC=C(C=C1)F)C)CC(=O)O